C1(=CC=CC=C1)P(=O)(C1=CC=CC=C1)C=1C=CC=2N(C3=CC=CC=C3C2C1)C1=CC=CC=C1 3-(diphenylphosphoryl)-9-phenyl-9H-carbazole